C1(CCC1)N1C(=CC=2N=NC(=CC21)C2=C(C=CC=C2)O)C2CC1(CN(C1)C(=O)OC(C)(C)C)C2 tert-butyl 6-[5-cyclobutyl-3-(2-hydroxyphenyl) pyrrolo[3,2-c]pyridazin-6-yl]-2-azaspiro[3.3]heptane-2-carboxylate